CC=1C=C(CNC#CC)C=CC1 N-(3-methylbenzyl)propynylamine